(2,3-dioxo-3,4-dihydroquinoxalin-1(2H)-yl)propyl ethyl carbonate C(OCCCN1C(C(NC2=CC=CC=C12)=O)=O)(OCC)=O